(E)-3-(3,5-dichlorophenyl)-N-(2-(4-(methylsulfonyl)piperazin-1-yl)-2-oxoethyl)acrylamide ClC=1C=C(C=C(C1)Cl)/C=C/C(=O)NCC(=O)N1CCN(CC1)S(=O)(=O)C